N[C@H](CCC(=O)O)C=C |o1:1| (R or S)-4-aminohex-5-enoic acid